3-cyano-4-(5-fluoro-3-(pyridin-3-yl)-1H-indazol-1-yl)-N-(methylsulfonyl)benzamide C(#N)C=1C=C(C(=O)NS(=O)(=O)C)C=CC1N1N=C(C2=CC(=CC=C12)F)C=1C=NC=CC1